ClC=1N=C(C=2C(N1)=C(N(N2)COCC[Si](C)(C)C)\C=C\C2=CC=C(C=C2)Cl)N(C)CC2=C(C=C(C=C2)OC)OC (E)-5-chloro-3-(4-chlorostyryl)-N-(2,4-dimethoxybenzyl)-N-methyl-2-((2-(trimethylsilyl)ethoxy)methyl)-2H-pyrazolo[4,3-d]pyrimidin-7-amine